BrC1=CC(=C(OCC(=O)O)C=C1)C1=NOC=C1C [4-bromo-2-(4-methyl-3-isoxazolyl)phenoxy]acetic acid